5-chloro-2-((4-fluoro-2-formylphenyl)amino)-4-(trifluoromethyl)-benzoic acid methyl ester COC(C1=C(C=C(C(=C1)Cl)C(F)(F)F)NC1=C(C=C(C=C1)F)C=O)=O